O=C1CC[C@@H]2[C@@H](C[C@@H]3N1[C@@H](CC3)C(=O)N3[C@@H]1CCN([C@@H]1C3)C=3C=NC=CC3)C2 (3S,6S,7aS,8aR,9aR)-5-oxo-3-((1R,5R)-2-(pyridin-3-yl)-2,6-diaza-bicyclo[3.2.0]heptane-6-carbonyl)deca-hydro-1H-cyclopropa[d]pyrrolo[1,2-a]azocin